tert-butyl 3-(8-(2-(2,6-dioxopiperidin-3-yl)-1-oxoisoindolin-4-yl)oct-7-ynamido)-3-(pyridin-2-yl)azetidine-1-carboxylate O=C1NC(CCC1N1C(C2=CC=CC(=C2C1)C#CCCCCCC(=O)NC1(CN(C1)C(=O)OC(C)(C)C)C1=NC=CC=C1)=O)=O